N-dodecanoyl-N-methyl-β-alanine sodium salt [Na+].C(CCCCCCCCCCC)(=O)N(CCC(=O)[O-])C